CNC1=NC=CC(=C1[N+](=O)[O-])NC(OC(C)(C)C)=O tert-butyl (2-(methylamino)-3-nitropyridin-4-yl)carbamate